C(C)C1=CC2=C(C3=CC=C(C=C3C=C2C=C1)CC)OC(=O)C1C(CC(=CC1)C)C(=O)O 2,6-diethyl-9-[2-carboxy(4-methyl-4-cyclohexenyl)]carbonyloxyanthracene